(E)-3-bromo-N-(4-chloro-2-((hydroxyimino)methyl)-6-methylphenyl)-1-(3,5-dichloropyridin-2-yl)-1H-pyrazole-5-carboxamide BrC1=NN(C(=C1)C(=O)NC1=C(C=C(C=C1C)Cl)/C=N/O)C1=NC=C(C=C1Cl)Cl